COCCCCN1N=CC2=CC(=CC=C12)C(=O)OC methyl 1-(4-methoxybutyl)indazole-5-carboxylate